2-Methyl-3-(5-methylpyridazin-4-yl)-3-oxopropanenitrile CC(C#N)C(=O)C1=CN=NC=C1C